C(C=C)(=O)NC=1C=C(C=CC1C)N1N=C(C(=C1)C1=CC(=C(C(=O)N)C=C1)OC)F 4-(1-(3-acrylamido-4-methylphenyl)-3-fluoro-1H-pyrazol-4-yl)-2-methoxybenzamide